N-((1S)-2-((4-(cyclopropyl(4,4,4-trifluorobutanamido)methyl)pyridin-2-yl)amino)-1-(4,4-difluorocyclohexyl)-2-oxoethyl)-1-methyl-1H-imidazole-2-carboxamide C1(CC1)C(C1=CC(=NC=C1)NC([C@H](C1CCC(CC1)(F)F)NC(=O)C=1N(C=CN1)C)=O)NC(CCC(F)(F)F)=O